ClC=1C=C(C=C(C1F)Cl)NC1=NC=CC2=CC=C(C=C12)NC(CCCN1CCCCC1)=O N-(1-((3,5-dichloro-4-fluorophenyl)amino)isoquinolin-7-yl)-4-(piperidin-1-yl)butanamide